6-chloro-N-{3-[2-(3,4-dichlorophenoxy)acetamido]bicyclo[1.1.1]pent-1-yl}-4-hydroxyquinoline-2-carboxamide ClC=1C=C2C(=CC(=NC2=CC1)C(=O)NC12CC(C1)(C2)NC(COC2=CC(=C(C=C2)Cl)Cl)=O)O